5-(4-((3-ethyl-2-oxo-4-thioxo-1,2,3,4-tetrahydroquinazolin-7-yl)methyl)-2-methylpiperazin-1-yl)-3-fluoro-N-methylpicolinamide C(C)N1C(NC2=CC(=CC=C2C1=S)CN1CC(N(CC1)C=1C=C(C(=NC1)C(=O)NC)F)C)=O